cobalt-zinc sulfide [S-2].[Zn+2].[Co+2].[S-2]